FC(C(NC)C1=CC=NC=C1)(F)F 2,2,2-trifluoro-N-methyl-1-(4-pyridyl)ethanamine